COC(CCP(OC)(OC)=O)OC dimethyl 3,3-dimethoxypropylphosphonate